FC=1C(=C(C=CC1F)[C@@H]1[C@H](O[C@]([C@H]1C)(C(F)(F)F)C)C(=O)NC=1C=NC(=CC1)[C@H](CO)O)C |o1:8,9,11,12,28| rel-(2S,3R,4S,5R)-3-(3,4-difluoro-2-methylphenyl)-N-(6-((R*)-1,2-dihydroxyethyl)pyridin-3-yl)-4,5-dimethyl-5-(trifluoromethyl)tetrahydrofuran-2-carboxamide